Racemic-4-(4-(3,8-diazabicyclo[3.2.1]octan-3-yl)-2-((1-((dimethylamino)methyl)cyclopropyl)methoxy)-7,8-dihydro-5H-pyrano[4,3-d]pyrimidin-7-yl)-5-ethynylnaphthalen-2-ol C12CN(CC(CC1)N2)C=2C1=C(N=C(N2)OCC2(CC2)CN(C)C)CC(OC1)C1=CC(=CC2=CC=CC(=C12)C#C)O